5-(3,5-dimethylisoxazol-4-yl)-2-(piperidin-1-yl)aniline CC1=NOC(=C1C=1C=CC(=C(N)C1)N1CCCCC1)C